S(N)(OC[C@@H]1OC(O[C@H]1C1=C(C=CC=C1)[N+](=O)[O-])C1=CC=CC=C1)(=O)=O ((4S,5S)-5-(2-nitrophenyl)-2-phenyl-1,3-dioxolan-4-yl)methyl sulfamate